6-fluoro-(3-(1,1-dicyanomethylene)-indanone) FC1=CC=C2C(CC(C2=C1)=O)=C(C#N)C#N